(S)-N-((S)-1-amino-1-oxo-3-((S)-2-oxopyrrolidin-3-yl)propan-2-yl)-6-(5-phenylthiazole-2-carbonyl)-6-azaspiro[2.5]octane-5-carboxamide NC([C@H](C[C@H]1C(NCC1)=O)NC(=O)[C@@H]1CC2(CC2)CCN1C(=O)C=1SC(=CN1)C1=CC=CC=C1)=O